3-((R)-3-hydroxypyrrolidin-1-yl)-N-(3'-(3-((R)-3-hydroxypyrrolidin-1-yl)propoxy)-2,2'-dimethyl-[1,1'-biphenyl]-3-yl)propanamide O[C@H]1CN(CC1)CCC(=O)NC=1C(=C(C=CC1)C1=C(C(=CC=C1)OCCCN1C[C@@H](CC1)O)C)C